(R)-4-((R)-3-Aminopyrrolidin-1-yl)-8-isopropyl-6,7,8,9-tetrahydropyrimido[5,4-b][1,4]oxazepin-2-amine ditrifluoroacetic acid salt FC(C(=O)O)(F)F.FC(C(=O)O)(F)F.N[C@H]1CN(CC1)C1=NC(=NC2=C1OCC[C@@H](N2)C(C)C)N